3-amino-N-pentyl-7,8-dihydro-1,6-naphthyridine-6(5H)-carboxamide NC=1C=NC=2CCN(CC2C1)C(=O)NCCCCC